N-((4'-fluoro-3-(1-(tetrahydro-2H-pyran-2-yl)-1H-pyrazol-5-yl)-[1,1'-biphenyl]-4-yl)methyl)-acrylamide FC1=CC=C(C=C1)C1=CC(=C(C=C1)CNC(C=C)=O)C1=CC=NN1C1OCCCC1